(Z)-(S)-3-(5-(4-((1-(4-(1-(4-Hydroxyphenyl)-2-phenylbut-1-en-1-yl)phenyl)piperidin-4-yl)methyl)piperazin-1-yl)-1-oxoisoindolin-2-yl)piperidin-2,6-dion OC1=CC=C(C=C1)\C(=C(\CC)/C1=CC=CC=C1)\C1=CC=C(C=C1)N1CCC(CC1)CN1CCN(CC1)C=1C=C2CN(C(C2=CC1)=O)[C@@H]1C(NC(CC1)=O)=O